8-chloro-3,4-dihydroquinazolin-2(1H)-thione ClC=1C=CC=C2CNC(NC12)=S